7-bromo-2-octyl-benzotriazole BrC1=CC=CC=2C1=NN(N2)CCCCCCCC